[La].[Sr].[Ti].[Zr] zirconium-titanium-strontium-lanthanum